(3-(2-((1H-pyrazol-4-yl)amino)-5-(trifluoromethyl)pyrimidin-4-yl)-1H-indol-7-yl)dimethyl-phosphine oxide N1N=CC(=C1)NC1=NC=C(C(=N1)C1=CNC2=C(C=CC=C12)P(C)(C)=O)C(F)(F)F